O=C1NN=C2N1C=CC=C2C(=O)NCCC2CC(CC2)NC(=O)C2=CC1=C(N2)C=CS1 3-oxo-N-[2-(3-{4H-thieno[3,2-b]pyrrole-5-amido}cyclopentyl)ethyl]-2H,3H-[1,2,4]triazolo[4,3-a]pyridine-8-carboxamide